(R)-5-(1-aminoethyl)thiophene N[C@H](C)C1=CC=CS1